3-(4-(((1R,4R)-4-aminocyclohexyl)(2-(tetrahydro-2H-pyran-4-yl)ethyl)amino)-1-oxoisoindolin-2-yl)piperidine-2,6-dione hydrochloride Cl.NC1CCC(CC1)N(C1=C2CN(C(C2=CC=C1)=O)C1C(NC(CC1)=O)=O)CCC1CCOCC1